(R)-4-((1R,5S)-3,8-diazabicyclo[3.2.1]octan-8-yl)-1'-methyl-2-(((S)-pyrrolidin-2-yl)methoxy)-1',4',5,8-tetrahydro-2'H,6H-spiro[quinazoline-7,3'-quinoline] [C@H]12CNC[C@H](CC1)N2C2=NC(=NC=1C[C@@]3(CN(C4=CC=CC=C4C3)C)CCC21)OC[C@H]2NCCC2